2,4-dimethyl-4-nitro-valerate CC(C(=O)[O-])CC(C)([N+](=O)[O-])C